4-fluoro-4-(methoxymethyl)pyrrolidine-2-carboxamide FC1(CC(NC1)C(=O)N)COC